ClC1=CC(=C(C=C1)NC=1C=[N+](C=C(C1C)CC1=C(C(=NC=C1)NS(NC)(=O)=O)F)[O-])F 3-[(4-chloro-2-fluorophenyl)amino]-5-({3-fluoro-2-[(methylsulfamoyl)amino]pyridin-4-yl}methyl)-4-methylpyridin-1-ium-1-olate